(6R,7aS)-7a-(((tert-butyldiphenylsilyl)oxy)methyl)-6-fluorotetrahydro-1H-pyrrolizine [Si](C1=CC=CC=C1)(C1=CC=CC=C1)(C(C)(C)C)OC[C@@]12C[C@H](CN2CCC1)F